1-spiro[3.3]hept-2-yl-3-{(R)-1-[6-(2,2,2-trifluoro-ethoxy)-pyrimidin-4-yl]-ethyl}-urea C1C(CC12CCC2)NC(=O)N[C@H](C)C2=NC=NC(=C2)OCC(F)(F)F